n-octanoyl-N-methyl-D-glucamine C(CCCCCCC)(=O)N(C[C@H](O)[C@@H](O)[C@H](O)[C@H](O)CO)C